Cl.N1=CC=CC2=CC(=CC=C12)N quinolin-6-amine hydrochloride